F[C@H](C(C)(C)C)N1C(C2=CC=CC=C2C1=O)=O |r| (±)-2-(1-fluoro-2,2-dimethylpropyl)isoindoline-1,3-dione